ClC=1C=C2C(=NC=NC2=C(C1C1=CC(=CC2=CC=CC=C12)O)F)N1CC(N(CC1)C(C=C)=O)CO 1-(4-(6-chloro-8-fluoro-7-(3-hydroxy-naphthalen-1-yl)quinazolin-4-yl)-2-(hydroxy-methyl)piperazin-1-yl)prop-2-en-1-one